(E)-4-(3-(4-(8-benzyl-2-oxa-5,8-diazaspiro[3.4]octane-5-carbonyl)phenyl)acryloyl)benzonitrile C(C1=CC=CC=C1)N1CCN(C12COC2)C(=O)C2=CC=C(C=C2)/C=C/C(=O)C2=CC=C(C#N)C=C2